C(C)OCC1(CN(CC1)C(C)C=1C=NC(=CC1)C)CCC1=NC=CC=N1 2-(2-(3-(ethoxymethyl)-1-(1-(6-methylpyridin-3-yl)ethyl)pyrrolidin-3-yl)ethyl)pyrimidine